FC1=C(C=CC=C1C[C@@H]1N(CC2(CC2)[C@@H]1NS(=O)(=O)C)C([C@@H](C(F)(F)F)O)=O)C1=CC=CC=C1 N-((6S,7S)-6-((2-fluoro-[1,1'-biphenyl]-3-yl)methyl)-5-((S)-3,3,3-trifluoro-2-hydroxypropanoyl)-5-azaspiro[2.4]heptan-7-yl)methanesulfonamide